2-(4-methoxyphenyl)-4,5-diphenylimidazole COC1=CC=C(C=C1)C=1NC(=C(N1)C1=CC=CC=C1)C1=CC=CC=C1